2-[5-[4-[6-chloro-4-(trifluoromethyl)-2-pyridinyl]piperazin-1-yl]sulfonylindoline-1-carbonyl]benzoic acid ClC1=CC(=CC(=N1)N1CCN(CC1)S(=O)(=O)C=1C=C2CCN(C2=CC1)C(=O)C1=C(C(=O)O)C=CC=C1)C(F)(F)F